2-(3,4-Dimethoxyphenyl)-5-(1-methylpiperidin-4-yl)-3-(2,2,2-trifluoroethyl)-1H-indole COC=1C=C(C=CC1OC)C=1NC2=CC=C(C=C2C1CC(F)(F)F)C1CCN(CC1)C